C1(CC1)C1=C(C=C(C=C1)B(O)O)NC(=O)NS(=O)(=O)C=1C=NN(C1)C(C)C (4-cyclopropyl-3-(3-((1-isopropyl-1H-pyrazol-4-yl)sulfonyl)ureido)phenyl)boronic acid